OCC(NC(C=C)=O)(CO)CO N-(tris(hydroxymethyl)methyl)-acrylamide